4-chloro-7,10-dioxa-13,17,18,21-tetraazatetracyclo[12.5.2.12,6.017,20]docosahexaenoic acid ClC=1C=C2C3(CNN4CCC(=NC=COC=COC(C1)=C2)NC34)C(=O)O